5-bromobenzo[d][1,3]dioxolan BrC1=CC2=C(OCO2)C=C1